OCC(C(=O)O)=C(CC)CO 2,3-dihydroxymethyl-pentenoic acid